6-Fluoro-2,3-dimethyl-4-(1,2,3,4-tetrahydroisoquinolin-5-yl)-1H-indole-7-carboxamide TFA salt OC(=O)C(F)(F)F.FC1=CC(=C2C(=C(NC2=C1C(=O)N)C)C)C1=C2CCNCC2=CC=C1